O(C1=CC=CC=C1)C1=NC(=NC=C1)C(=O)OC methyl 4-phenoxy-2-pyrimidinecarboxylate